C(C)(C)(C)OC(=O)N[C@H](C(C(=O)OC)O)C[C@H]1C(NCC1)=O methyl (3S)-3-(tert-butoxycarbonylamino)-2-hydroxy-4-[(3S)-2-oxopyrrolidin-3-yl]butanoate